METHYL (2R)-2-AMINO-3-(3-FORMYL-4-HYDROXYPHENYL)PROPANOATE N[C@@H](C(=O)OC)CC1=CC(=C(C=C1)O)C=O